2-methyl-3(2H)-pyridazinone CN1N=CC=CC1=O